BrC=1C=C2C=CN(C(C2=C(C1)S(=O)(=O)C)=O)C1CCN(CC1)C(=O)OC(C)(C)C tert-butyl 4-(6-bromo-8-(methylsulfonyl)-1-oxoisoquinolin-2(1H)-yl)piperidine-1-carboxylate